(R)-4-{[(4-fluoro-phenyl)-methyl-amino]-methyl}-4,5-dihydro-oxazol-2-ylamine FC1=CC=C(C=C1)N(C)C[C@H]1N=C(OC1)N